N-pentyl-N'-nonylurea C(CCCC)NC(=O)NCCCCCCCCC